6-bromo-1-[(2,4-dimethoxyphenyl)methyl]-1,3-dihydro-2λ<6>-benzo[2,1-c][1,2]thiazole-2,2-dione BrC1=CC=2N(S(CC2C=C1)(=O)=O)CC1=C(C=C(C=C1)OC)OC